2-(4-Amino-1-tert-butyl-pyrazolo[3,4-d]pyrimidin-3-yl)-3-chloro-N-[2-(dimethylamino)ethyl]-1H-indole-6-carboxamide NC1=C2C(=NC=N1)N(N=C2C=2NC1=CC(=CC=C1C2Cl)C(=O)NCCN(C)C)C(C)(C)C